CN1C=[N+](C2=C1C(=O)NC(=N2)N)[C@H]3[C@@H]([C@@H]([C@H](O3)COP(=O)([O-])OP(=O)([O-])OP(=O)([O-])[O-])O)O The molecule is an organophosphate oxoanion obtained by deprotonation of the triphosphate OH groups of 7-methyl-GTP; major species at pH 7.3. It derives from a GTP(3-). It is a conjugate base of a 7-methyl-GTP.